C(C1=CC=CC=C1)(=O)OC1[C@H](CN(C[C@H]1C)C1=NC(=CC(=C1)F)C1=NC2=CC(=NC=C2C=C1)CNC(=O)OC(C)(C)C)C (3S,4r,5R)-1-(6-(7-(((tert-butoxycarbonyl)amino)methyl)-1,6-naphthyridin-2-yl)-4-fluoropyridin-2-yl)-3,5-dimethylpiperidin-4-yl benzoate